C(#C)C1=C(OC=C1)CN(C)C N-((3-ethynylfuran-2-yl)methyl)-N-methylmethan-1-amine